5-nitro-1-(benzenesulfonyl)-1H-pyrrole [N+](=O)([O-])C1=CC=CN1S(=O)(=O)C1=CC=CC=C1